OC1=CC=C2C(=CC(OC2=C1)=O)N1CCOCC1 7-hydroxy-4-morpholinocoumarin